4-methyl-2-(1-methyl-6-(2H-tetrazol-5-yl)-1H-indol-3-yl)-6-(1,3,5-trimethyl-1H-pyrazol-4-yl)-3,4-dihydropyrazino[1,2-a]indol-1(2H)-one CC1CN(C(C=2N1C=1C(=CC=CC1C2)C=2C(=NN(C2C)C)C)=O)C2=CN(C1=CC(=CC=C21)C=2N=NNN2)C